O=C1NC=C(C2=CC=C(C=C12)O[C@@H](C(=O)N1CCC(CC1)C(=O)O)C)C1=C(C=CC=C1)C (R)-1-(2-((1-oxo-4-(o-tolyl)-1,2-dihydroisoquinolin-7-yl)oxy)propanoyl)piperidine-4-carboxylic acid